1-(4-fluoro-2-methylphenyl)-3-(6-methoxypyridin-3-yl)-4-oxo-1,2,3,4-tetra-hydroquinazoline-7-carbonitrile FC1=CC(=C(C=C1)N1CN(C(C2=CC=C(C=C12)C#N)=O)C=1C=NC(=CC1)OC)C